C1(CC1)C1=NC=NC(=C1C1=NN2C(N(CCC2)C(C)C2=C(C(=C(C=C2)C=2N(C=C(N2)C(F)(F)F)CC)F)OC)=N1)OC 2-(4-cyclopropyl-6-methoxypyrimidin-5-yl)-4-(1-(4-(1-ethyl-4-(trifluoromethyl)-1H-imidazol-2-yl)-3-fluoro-2-methoxyphenyl)ethyl)-6,7-dihydro-[1,2,4]triazolo[1,5-a]pyrimidin